CN(CCCCC(=O)OCC(COC(CCC(CCCCCCC)CCCCCCC)=O)(COC(CCCCCCC)=O)COC(CCCCCCC)=O)C 3-((5-(Dimethylamino)pentanoyl)oxy)-2,2-bis((octanoyloxy)methyl)propyl-4-heptylundecanoat